3,3-bis(4-hydroxy-3-phenylphenyl)-1-(2-methylphenyl)-1H-indol-2-one OC1=C(C=C(C=C1)C1(C(N(C2=CC=CC=C12)C1=C(C=CC=C1)C)=O)C1=CC(=C(C=C1)O)C1=CC=CC=C1)C1=CC=CC=C1